glycylglycinoyl glycinate NCC(=O)OC(CNC(CN)=O)=O